O1C(CCCC1)N1N=CC=2NCCC(C21)=O 1-(tetrahydro-2H-pyran-2-yl)-1,4,5,6-tetrahydro-7H-pyrazolo[4,3-b]pyridin-7-one